(S)-9,10-difluoro-6-(((1-(pyrazin-2-yl)piperidin-3-yl)amino)methyl)-2,3-dihydro-7H-[1,4]thiazino[2,3,4-ij]quinolin-7-one FC=1C=C2C(C(=CN3C2=C(C1F)SCC3)CN[C@@H]3CN(CCC3)C3=NC=CN=C3)=O